CN(C(=O)CCC(=O)OC[C@@H]1C[C@H]2N(CCC3=CC(=C(C=C23)OC)OC)C[C@H]1CC(C)C)C [(2R,3S,11bR)-9,10-dimethoxy-3-(2-methylpropyl)-1H,2H,3H,4H,6H,7H,11bH-pyrido[2,1-a]isoquinolin-2-yl]methyl 3-(dimethylcarbamoyl)propanoate